FC=1C(=C(C#N)C=C(C1)F)OC 3,5-difluoro-2-methoxybenzonitrile